N2-(3-(5-iso-propoxypyrazin-2-yl)-1,2,4-thiadiazol-5-yl)-N3,N3-dimethylpyridine-2,3-diamine C(C)(C)OC=1N=CC(=NC1)C1=NSC(=N1)NC1=NC=CC=C1N(C)C